C(C)SC1=CC(=C(C=C1OC([2H])([2H])[2H])CC(C)N)OC([2H])([2H])[2H] 1-(4-(ethylthio)-2,5-bis(methoxy-d3)phenyl)propan-2-amine